1-(4-((4-((5-(2,6-difluoropyridin-3-yl)-2-methoxyphenyl)amino)-7-methoxy-quinazolin-6-yl)oxy)piperidin-1-yl)prop-2-en-1-one FC1=NC(=CC=C1C=1C=CC(=C(C1)NC1=NC=NC2=CC(=C(C=C12)OC1CCN(CC1)C(C=C)=O)OC)OC)F